FC1=C(C=C(C=C1C=1C(=NN(C1C)C)C)NS(=O)(=O)C=1C=NN(C1)C)B1OC(C(O1)(C)C)(C)C N-(4-fluoro-3-(4,4,5,5-tetramethyl-1,3,2-dioxaborolan-2-yl)-5-(1,3,5-trimethyl-1H-pyrazol-4-yl)phenyl)-1-methyl-1H-pyrazole-4-sulfonamide